C(C)OC(=O)C=1C=NC(=CC1)Br 6-bromopyridine-3-carboxylic acid ethyl ester